bromo-2,6-dihydroxypyrimidine-4-carboxylic acid methyl ester COC(=O)C1=NC(=NC(=C1Br)O)O